4-(5-((6-(3,5-dichlorophenyl)-4-(hydroxymethyl)pyridin-2-yl)oxy)pyrimidin-2-yl)piperazine-1-carboxylic acid tert-butyl ester C(C)(C)(C)OC(=O)N1CCN(CC1)C1=NC=C(C=N1)OC1=NC(=CC(=C1)CO)C1=CC(=CC(=C1)Cl)Cl